C(C)[N+](=CC)[O-] N-ethyl-α-methylnitrone